C(C)(=O)NC1=CC=CC=2C3=CC=CC=C3NC12 acetamido-carbazole